3-(5-((4-(4-((9-cyclopentyl-8-(phenylamino)-9H-purin-2-yl)amino)phenyl)piperazin-1-yl)methyl)-1-oxoisoindoline-2-yl)piperidine-2,6-dione C1(CCCC1)N1C2=NC(=NC=C2N=C1NC1=CC=CC=C1)NC1=CC=C(C=C1)N1CCN(CC1)CC=1C=C2CN(C(C2=CC1)=O)C1C(NC(CC1)=O)=O